C(C)(C)OCCC=C(C(=O)[O-])C#N isopropoxyethyl-cyanoacrylate